FC(C=1OC(=NN1)C=1C=NC(=CC1)CN1N=NC(=C1)C1=CC=C2CCNCC2=C1)F 2-(difluoromethyl)-5-(6-((4-(1,2,3,4-tetrahydroisoquinolin-7-yl)-1H-1,2,3-triazol-1-yl)methyl)pyridin-3-yl)-1,3,4-oxadiazole